5-(2-(3-fluoro-3-methylazetidin-1-yl)ethyl)pyrimidin-2-ol FC1(CN(C1)CCC=1C=NC(=NC1)O)C